tert-butyl (3S)-3-methyl-4-[2-[[(2S)-1-methylpyrrolidin-2-yl]methoxy]-5,6,7,8-tetrahydropyrido[3,4-d]pyrimidin-4-yl]piperazine-1-carboxylate C[C@H]1CN(CCN1C=1C2=C(N=C(N1)OC[C@H]1N(CCC1)C)CNCC2)C(=O)OC(C)(C)C